[N+](=O)([O-])C1(CC=C(C(=C1)[N+](=O)[O-])O)C 4,6-dinitro-4-cresol